2-(6-((4-((S)-2-(4-chloro-2-fluorophenyl)-2-methylbenzo[d][1,3]dioxol-4-yl)piperidin-1-yl)methyl)-5-((1-cyanocyclopropyl)methyl)pyridin-3-yl)cyclopropane-1-carboxylic acid ClC1=CC(=C(C=C1)[C@@]1(OC2=C(O1)C=CC=C2C2CCN(CC2)CC2=C(C=C(C=N2)C2C(C2)C(=O)O)CC2(CC2)C#N)C)F